(2R)-7-hydroxy-2-(4-hydroxyphenoxy)chroman-4-one OC1=CC=C2C(C[C@@H](OC2=C1)OC1=CC=C(C=C1)O)=O